(3S)-3-[4-(hexyloxy)phenyl]hex-4-ynoic acid C(CCCCC)OC1=CC=C(C=C1)[C@H](CC(=O)O)C#CC